7-(6-fluoro-4-(3-methoxyazetidin-1-yl)pyridin-2-yl)-5,6,7,8-tetrahydro-2,7-naphthyridine-3-carboxylic acid ethyl ester C(C)OC(=O)C=1N=CC=2CN(CCC2C1)C1=NC(=CC(=C1)N1CC(C1)OC)F